5-methyl-2-((pyrazolo[1,5-a]pyrimidine-3-carboxamido)methyl)benzofuran-7-carboxylic acid CC=1C=C(C2=C(C=C(O2)CNC(=O)C=2C=NN3C2N=CC=C3)C1)C(=O)O